7-HYDROXYNAPHTHALENE-2-BORONIC ACID OC1=CC=C2C=CC(=CC2=C1)B(O)O